C(C)(C)(C)OC(=O)N(C1=C(C=2C(=NC=C(C2)N)N1C1=C(C(=CC=C1C)OC)C)C#N)C(=O)OC(C)(C)C 2-bis(t-butyloxycarbonyl)amino-1-(3-methoxy-2,6-dimethylphenyl)-5-amino-1H-pyrrolo[2,3-b]Pyridine-3-carbonitrile